C(C)(C)(C)OC(=O)N1CC(C1)(COS(=O)(=O)C)NC(=O)OC(C)(C)C 3-((tert-Butoxycarbonyl)amino)-3-(((methylsulfonyl)oxy)methyl)-azetidine-1-carboxylic acid tert-butyl ester